BrC=1C=CC(N(C1)CCC1OCCC1)=O 5-bromo-1-(2-(tetrahydrofuran-2-yl)ethyl)pyridin-2(1H)-one